N-(1-phenylcyclopropyl)pivaloamide benzyl-2-(((tert-butyldimethylsilyl)oxy)methyl)-5-(difluoromethyl)-3-(2,2,2-trifluoro-N-(4-methoxybenzyl)acetamido)pyrrolidine-1-carboxylate C(C1=CC=CC=C1)OC(=O)N1C(C(CC1C(F)F)N(C(C(F)(F)F)=O)CC1=CC=C(C=C1)OC)CO[Si](C)(C)C(C)(C)C.C1(=CC=CC=C1)C1(CC1)NC(C(C)(C)C)=O